C1(CC1)COC=1C(=C(C=CC1)C#CC1=NNC2=C1C=1N(C(=N2)N2CCC3([C@@H]([C@@H](OC3)C)N)CC2)C=CN1)F (3S,4S)-8-(9-((3-(cyclopropylmethoxy)-2-fluorophenyl)ethynyl)-7H-imidazo[1,2-c]pyrazolo[4,3-e]pyrimidin-5-yl)-3-methyl-2-oxa-8-azaspiro[4.5]decan-4-amine